BrC1=C(N=C2N(C1=O)C=CC=C2)N[C@H]2CN(C[C@H](C2)C2=CC=C(C=C2)OCC2CNCCO2)C 3-Bromo-2-[[(3R,5R)-1-methyl-5-[4-(morpholin-2-ylmethoxy)phenyl]-3-piperidyl]amino]pyrido[1,2-a]pyrimidin-4-one